C1(=CC=CC=C1)S(=O)(=O)/C=C/C1(CC1)NC(=O)C=1C(NC=2CCCCC2C1)=O N-{1-[(E)-2-(benzenesulfonyl)ethenyl]cyclopropyl}-2-oxo-1,2,5,6,7,8-hexahydroquinoline-3-carboxamide